(1R,2R)-3,3-bis(fluoromethyl)-2-((s)-5H-imidazo[5,1-a]isoindol-5-yl)cyclobutan-1-ol FCC1([C@@H]([C@@H](C1)O)[C@@H]1N2C(C3=CC=CC=C13)=CN=C2)CF